3-amino-6-(2-(5,5-dimethyl-5,6-dihydro-4H-pyrrolo[1,2-b]pyrazol-3-yl)pyridin-4-yl)-N-((3R,4R)-4-hydroxypiperidin-3-yl)pyrazine-2-carboxamide NC=1C(=NC(=CN1)C1=CC(=NC=C1)C1=C2N(N=C1)CC(C2)(C)C)C(=O)N[C@@H]2CNCC[C@H]2O